(R)-N-((R)-1-(3-(1,1-difluoro-2-methoxyethyl)-5-nitrophenyl)ethyl)-2-methylpropane-2-sulfinamide FC(COC)(F)C=1C=C(C=C(C1)[N+](=O)[O-])[C@@H](C)N[S@](=O)C(C)(C)C